ClC=1C=C(C=CC1)[C@H]1C[C@](C(N([C@@H]1C1=CC=C(C=C1)Cl)[C@H](CS(=O)(=O)C(C)C)C(C)C)=O)(C)CC(=O)O [(3R,5R,6S)-5-(3-chlorophenyl)-6-(4-chlorophenyl)-3-methyl-1-[(2S)-3-methyl-1-(propane-2-sulfonyl)butan-2-yl]-2-oxopiperidin-3-yl]acetic acid